deuteroammonia [2H]N